BrC1=CC=CC(=N1)C1=CN=C2N1C=C(C(=C2)OC)Cl 3-(6-bromopyridin-2-yl)-6-chloro-7-methoxyimidazo[1,2-a]pyridine